5,7-dichloro-2-(cyclopropylmethyl)-1-oxo-3,4-dihydroisoquinoline-6-carboxylic acid ClC1=C2CCN(C(C2=CC(=C1C(=O)O)Cl)=O)CC1CC1